NC1=NC=CC(=N1)C=1C2=C(C(=NC1)NCC=1C=C(C(=O)NC3=NC=C(C=C3)OCCN(C)C)C=CC1)CCO2 3-(((7-(2-Aminopyrimidin-4-yl)-2,3-dihydrofuro[3,2-c]pyridin-4-yl)amino)methyl)-N-(5-(2-(dimethylamino)ethoxy)pyridin-2-yl)benzamide